benzo[5,4-d]pyrimidin-4-amine N1=CN=C(C2=C1C=CC=C2)N